CC1=C(CSCCSCC2=C(C=C(C=C2)C)C)C=CC(=C1)C 1,2-bis(2,4-dimethylbenzylthio)ethane